N[C@H]1CN(C[C@@H](C1)F)C(=O)C=1C=CC=2N(C1)N=C(C2C)C=2N(C1=C(C=C(C=C1C2)F)C2CCN(CC2)C(CC(C)C)=O)CC2CC2 1-(4-(2-(6-((3r,5r)-3-amino-5-fluoropiperidine-1-carbonyl)-3-methylpyrazolo[1,5-a]pyridin-2-yl)-1-(cyclopropylmethyl)-5-fluoro-1H-indol-7-yl)piperidin-1-yl)-3-methylbutan-1-one